NC1=C(C)C=CC(=C1)N r-2,4-diaminotoluene